FCCNC1=CC=2N(C=C1)C=C(N2)C2=CC=C(C=C2)N2CCOCC2 N-(2-Fluoroethyl)-2-(4-morpholin-4-ylphenyl)imidazo[1,2-a]pyridin-7-amine